CN(C(CCCCCCCNCCCCCCCC(=O)N(CCCC(CCCCC)CCCCC)C)=O)CCCC(CCCCC)CCCCC N-methyl-8-[[8-[methyl(4-pentylnonyl)amino]-8-oxo-octyl]amino]-N-(4-pentylnonyl)octanamide